6-(Ethylamino)-N-[(3S)-9-fluoro-2-oxo-5-phenyl-1,3-dihydro-1,4-benzodiazepin-3-yl]-2-(2-fluorophenyl)imidazo[1,2-b]pyridazine-3-carboxamide C(C)NC=1C=CC=2N(N1)C(=C(N2)C2=C(C=CC=C2)F)C(=O)N[C@@H]2C(NC1=C(C(=N2)C2=CC=CC=C2)C=CC=C1F)=O